N-(4-(5-cyanopyridin-3-yl)-2-fluorophenyl)-2-(2-(cyclopropanesulfonamido)thiazol-4-yl)-2-methylpropanamide C(#N)C=1C=C(C=NC1)C1=CC(=C(C=C1)NC(C(C)(C)C=1N=C(SC1)NS(=O)(=O)C1CC1)=O)F